CC1=C(C=NC=N1)C=O 6-methylpyrimidin-5-carbaldehyde